OCC=1N(C=CC1)C(=O)[O-] (S)-2-(hydroxymethyl)pyrrole-1-carboxylate